N-[1-[5-bromo-2-[5-(2,2,2-trifluoroethoxy)-2-pyridyl]-1,2,4-triazol-3-yl]ethyl]-3-(2,2,2-trifluoroethoxy)-5-(trifluoromethyl)benzamide BrC=1N=C(N(N1)C1=NC=C(C=C1)OCC(F)(F)F)C(C)NC(C1=CC(=CC(=C1)C(F)(F)F)OCC(F)(F)F)=O